CC1=C(C(=O)C2=C(C=CC=C2)P(=O)(C2=CC=CC=C2)Cl)C(=CC(=C1)C)C (2,4,6-trimethylbenzoyl)phenyl-phenylphosphinoyl chloride